C(#N)C=1C=C(C=C(C1)F)NC(CC1=CC=C(C=C1)C1=CC=2N(C=C1)N=CN2)=O N-(3-Cyano-5-fluorophenyl)-2-[4-([1,2,4]triazolo[1,5-a]pyridin-7-yl)phenyl]acetamide